O1C(=CC=C1)C=1N=C2C=3C=NN(C3N=C(N2N1)N)CCN1CCN(CC1)C1=CC=C(C=C1)OCCOC 4-(furan-2-yl)-10-[2-[4-[4-(2-methoxyethoxy)phenyl]piperazin-1-yl]ethyl]-3,5,6,8,10,11-hexazatricyclo[7.3.0.02,6]dodeca-1(9),2,4,7,11-pentaen-7-amine